C[C@]1([C@@H](CC(C1)([2H])[2H])O)O cis-1-methylcyclopentane-4,4-d2-1,2-diol